5-formyl-6-hydroxyundecane-1,11-diyl dioleate C(CCCCCCC\C=C/CCCCCCCC)(=O)OCCCCC(C(CCCCCOC(CCCCCCC\C=C/CCCCCCCC)=O)O)C=O